2,2-Bis(4-(4-maleimidophenoxy)-phenyl)propan C1(C=CC(N1C1=CC=C(OC2=CC=C(C=C2)C(C)(C)C2=CC=C(C=C2)OC2=CC=C(C=C2)N2C(C=CC2=O)=O)C=C1)=O)=O